4-bromo-7-fluoro-5-methyl-2-(piperidin-1-ylsulfonyl)-1H-benzo[d]imidazole BrC1=C(C=C(C=2NC(=NC21)S(=O)(=O)N2CCCCC2)F)C